ClC=1C=C(OC2CCC(CC2)C(=O)O)C=CC1C=1N(C2=NC=NC(=C2N1)OC1(CC1)C)CC1=CC(=CC=C1)Cl (1r,4r)-4-(3-chloro-4-(9-(3-chlorobenzyl)-6-(1-methylcyclopropoxy)-9H-purin-8-yl)phenoxy)cyclohexane-1-carboxylic acid